1-[6-[6-fluoro-5-[(6-methylpyridazin-3-yl)amino]benzimidazol-1-yl]-3-(1-hydroxyethyl)-2-pyridyl]-5-methyl-pyrazole-3-carbonitrile FC=1C(=CC2=C(N(C=N2)C2=CC=C(C(=N2)N2N=C(C=C2C)C#N)C(C)O)C1)NC=1N=NC(=CC1)C